CC1=C(C=NC(=C1)CCC)B(O)O 4-methyl-6-propylpyridin-3-ylboronic acid